3-methyl-2-(n-pentyl)-2-cyclopenten-1-one CC1=C(C(CC1)=O)CCCCC